3-(benzo[d]thiazol-2-yl)-6-ethyl-7-hydroxy-8-(piperidin-1-ylmethyl)-4H-chromen-4-one S1C(=NC2=C1C=CC=C2)C2=COC1=C(C(=C(C=C1C2=O)CC)O)CN2CCCCC2